ClC=1C=C(C=CC1F)C1=C(C=C2C(=NC(N3C2=C1SCC1(COC1)C3)=O)N3CCN(CC3)C(=O)OC(C)(C)C)C(F)(F)F tert-butyl 4-(11-(3-chloro-4-fluorophenyl)-6-oxo-10-(trifluoromethyl)-4,6-dihydro-2H-spiro[[1,4]thiazepino[2,3,4-ij]quinazoline-3,3'-oxetan]-8-yl)piperazine-1-carboxylate